C1(CC1)C=1C=C(NN1)NC([C@@H](C)C=1N=C2N(C=CC(=C2)C(F)F)C1)=O (S)-N-(5-cyclopropyl-2H-pyrazol-3-yl)-2-(7-(difluoromethyl)imidazo[1,2-a]pyridin-2-yl)propanamide